CC1(C\C(\C=C(C1)NCC(=O)OCC)=N/C1=CC=CC=C1)C ethyl 2-[[(3E)-5,5-dimethyl-3-phenylimino-cyclohexen-1-yl]amino]acetate